OC1=C(CNC(=O)[C@H]2N3C4=C(C=CC=C4C2)CC[C@@H](C3=O)NC([C@H]([C@H](CC)C)NC(COCCF)=O)=O)C=CC=C1 (2S,5S)-5-{(2S,3S)-2-[2-(2-Fluoro-ethoxy)-acetylamino]-3-methyl-pentanoylamino}-4-oxo-1,2,4,5,6,7-hexahydro-azepino[3,2,1-hi]indole-2-carboxylic acid 2-hydroxy-benzylamide